CC12C3=CC=CC=C3C(=NC2(CCCC1)CC(F)(F)F)C(=O)NCC(=O)[O-] (10b-methyl-4a-(2,2,2-trifluoroethyl)-1,2,3,4,4a,10b-hexahydrophenanthridine-6-carbonyl)glycinate